methyl 8-oxo-6,7-dihydro-5H-indolizine-5-carboxylate O=C1CCC(N2C=CC=C12)C(=O)OC